C(C)OC1=CC=C(C=C1)N1CC2CNCC2C1 2-(4-ethoxyphenyl)octahydropyrrolo[3,4-c]pyrrole